N-(5-(4-(piperazin-1-ylmethyl)piperidin-1-yl)pyridin-2-yl)piperidine-4-carboxamide N1(CCNCC1)CC1CCN(CC1)C=1C=CC(=NC1)NC(=O)C1CCNCC1